CCC1=C(C(=CC=C1)CC)N(COC)C(=O)CS(=O)(=O)O The molecule is an organosulfonic acid that is 2-oxoethanesulfonic acid substituted by (2,6-diethylphenyl)(methoxymethyl)amino group at position 2. It is a metabolite of alachlor. It has a role as a marine xenobiotic metabolite. It is an organosulfonic acid, an ether and an aromatic amide.